F[C@@H]1[C@H](CNC1)NC1=CC=CC(=N1)C1=CN=C2N1C=C(N=C2)N2C(C(CC2)(C)C)=O 1-(3-(6-(((3S,4S)-4-fluoropyrrolidin-3-yl)amino)pyridin-2-yl)imidazo[1,2-a]pyrazin-6-yl)-3,3-dimethylpyrrolidin-2-one